C(C=CC)B1OC(C)(C)C(C)(C)O1 crotyl-boronic acid pinacol ester